C1(CCCC1)NC(OC1=CC(=CC=C1)C1=NC(=CN=C1)C=1OC=NN1)=O 3-(6-(1,3,4-oxadiazol-2-yl)pyrazin-2-yl)phenyl cyclopentylcarbamate